(3R)-ethyl 3-(3-(((R)-2-ethyl-2,3-dihydrobenzo[f][1,4]oxazepin-4(5H)-yl)methyl)-4-methylphenyl)-3-(1-ethyl-4-methyl-1H-benzo[d][1,2,3]triazol-5-yl)-2-methylpropanoate C(C)[C@H]1OC2=C(CN(C1)CC=1C=C(C=CC1C)[C@@H](C(C(=O)OCC)C)C1=C(C3=C(N(N=N3)CC)C=C1)C)C=CC=C2